2-(pyridin-2-yl)-5-(4-(pyridin-2-ylmethyl)piperazin-1-yl)-4,5,6,7-tetrahydro-2H-indazol N1=C(C=CC=C1)N1N=C2CCC(CC2=C1)N1CCN(CC1)CC1=NC=CC=C1